C(C1=CC=CC=C1)OC([C@@](NC(=O)OC(C)(C)C)(CC1=CC(=C(C=C1)OCCC)I)C)=O (S)-N-Boc-3-iodo-O-propyl-alpha-methyl-tyrosine benzyl ester